2-methyl-3-(3-((R)-3-methylmorpholino)-5-(4,4,5,5-tetramethyl-1,3,2-dioxaborolan-2-yl)phenyl)tetrahydrofuran-3-ol ethyl-2-(4-hydroxy-3-nitrophenyl)-4-methylthiazole-5-carboxylate C(C)S1C(=NC(=C1C(=O)OC1(C(OCC1)C)C1=CC(=CC(=C1)B1OC(C(O1)(C)C)(C)C)N1[C@@H](COCC1)C)C)C1=CC(=C(C=C1)O)[N+](=O)[O-]